(R)-6-(4-(4-fluorophenyl)-1-(2-hydroxypropyl)-1H-imidazol-5-yl)imidazo[1,2-a]pyridine-3-carbonitrile FC1=CC=C(C=C1)C=1N=CN(C1C=1C=CC=2N(C1)C(=CN2)C#N)C[C@@H](C)O